OCC1=CC(=CC=2CC3C(OC12)CCC3=O)C 5-(hydroxymethyl)-7-methyl-3,3a-dihydrocyclopenta[b]chroman-1(2H)-one